C(C)(C)(C)OC(=O)N[C@@H]1[C@H](CCCC1)C(=O)O (1S,2S)-2-[(tert-butoxycarbonyl)amino]cyclohexane-1-carboxylic acid